4,6-Dichloro-1h-pyrrolo[2,3-b]pyridine ClC1=C2C(=NC(=C1)Cl)NC=C2